N1CCC(=CC1)B(O)O 1,2,3,6-tetrahydropyridine-4-boronic acid